N1C2=C(C3=C(C4=C(C5=C1C=CC=C5)C=CC=C4)C=CC=C3)C=CC=C2 tetrabenzoazonine